CON=C(COC1=CC(=NN1C)C(F)F)C1=CC=C(C=C1)Cl 1-(4-chlorophenyl)-2-((3-(difluoromethyl)-1-methyl-1H-pyrazol-5-yl)oxy)ethane-1-one-O-methyl oxime